BrC=1C(=NC=C(C1)F)[C@@H](CCC=C)N[S@@](=O)C(C)(C)C (S)-N-((R)-1-(3-bromo-5-fluoropyridin-2-yl)pent-4-en-1-yl)-2-methylpropan-2-sulfinamide